O[C@H]1[C@@H]([C@@H]2[C@@H](OC[C@H](CC2)CCCC(=O)OCC)C1)\C=C\[C@H](COC1=CC=CC=C1)O Ethyl 4-{(3S,5aR,6R,7R,8aS)-7-hydroxy-6-[(1E,3R)-3-hydroxy-4-phenoxy-1-buten-1-yl]octahydro-2H-cyclopenta[b]oxepin-3-yl}butanoate